C(C1=CC=CC=C1)C=1C=NC(=NC1)N1CC(C1)NC(OC(C)(C)C)=O tert-butyl (1-(5-benzylpyrimidin-2-yl) azetidin-3-yl)carbamate